hydroxyethyl-piperazine ethyl-sulfate sodium salt [Na+].C(C)OS(=O)(=O)[O-].OCCN1CCNCC1